3-bromo-5-fluoro-2-methyl-pyridine BrC=1C(=NC=C(C1)F)C